N-((S)-4-methyl-1-oxo-1-(((S)-3-oxo-1-((S)-2-oxopyrrolidin-3-yl)-4-(trifluoromethoxy)butan-2-yl)amino)pentan-2-yl)-4-(2,2,2-trifluoroacetamido)-2-oxabicyclo[2.1.1]hexane-1-carboxamide CC(C[C@@H](C(N[C@@H](C[C@H]1C(NCC1)=O)C(COC(F)(F)F)=O)=O)NC(=O)C12OCC(C1)(C2)NC(C(F)(F)F)=O)C